(R,E)-2-cyano-3-(1H-pyrrolo[2,3-b]pyridin-3-yl)-N-(1-(3-(trifluoromethyl)phenyl)ethyl)acrylamide C(#N)/C(/C(=O)N[C@H](C)C1=CC(=CC=C1)C(F)(F)F)=C\C1=CNC2=NC=CC=C21